(trans)-3-aminocyclobutanol hydrochloride Cl.N[C@@H]1C[C@H](C1)O